tetrazaole N1N=NN=C1